sulfosuccinimidyl 6-(4'-azido-2'-nitrophenylamino)hexanoate N(=[N+]=[N-])C1=CC(=C(C=C1)NCCCCCC(=O)ON1C(C(CC1=O)S(=O)(=O)O)=O)[N+](=O)[O-]